P(O)(O)(=S)OC[C@@H]1[C@H]([C@H]([C@@H](O1)N1C(=O)N=C(N)C=C1)OC)O 2'-O-methylcytidine phosphorothioate